O1[CH-]CCCC1 Oxanide